N-[4-(3-chlorophenoxy)-3-sulfamylphenyl]-2-(4-hydroxyphenyl)acetamide ClC=1C=C(OC2=C(C=C(C=C2)NC(CC2=CC=C(C=C2)O)=O)S(N)(=O)=O)C=CC1